CC1(CCC=2N1C=NC2C(C(=O)NC=2SC=CN2)N2N=C1C(=C(C=C(C1=C2)C(F)(F)F)C2=CC=C(C=C2)N2CCOCC2)C)C (5,5-dimethyl-6,7-dihydropyrrolo[1,2-c]imidazol-1-yl)-2-[7-methyl-6-(4-morpholinophenyl)-4-(trifluoromethyl)indazol-2-yl]-N-thiazol-2-yl-acetamide